C(C)(C)[C@H]1CC[C@H](CC1)N1CCC(CC1)N1C(=CC2=CC=CC=C12)CNC(OCC)=O ethyl ((1-(1-(cis-4-isopropylcyclohexyl)piperidin-4-yl)-1H-indole-2-yl)methyl)carbamate